3-((4-carbamoyl-phenoxy)methyl)-4-fluorobenzo[b]thiophene-2-carboxylic acid methyl ester COC(=O)C1=C(C2=C(S1)C=CC=C2F)COC2=CC=C(C=C2)C(N)=O